CC1(OCCN(C1)C1=CC=C(C(=N1)C)NC=1C=CC2=C(OCC(N2)=O)C1)C 7-((6-(2,2-dimethylmorpholino)-2-methylpyridin-3-yl)amino)-2H-benzo[b][1,4]oxazin-3(4H)-one